C(C)(C)(C)OC(NCCCCO[Si](C)(C)C(C)(C)C)=O (4-((tert-Butyldimethylsilyl)oxy)butyl)carbamic acid tert-butyl ester